2-chloro-3-fluoro-5-[2-(tetrahydro-2H-pyran-2-yloxy)ethoxy]pyridine ClC1=NC=C(C=C1F)OCCOC1OCCCC1